N-[2-amino-5-(5-fluoro-2-thienyl)phenyl]-4-(cyclopropylsulfonyl)benzamide Lithium-Aluminum Silicate [Si]([O-])([O-])([O-])[O-].[Al+3].[Li+].NC1=C(C=C(C=C1)C=1SC(=CC1)F)NC(C1=CC=C(C=C1)S(=O)(=O)C1CC1)=O